C(C)N1CCC(CC1)NC(=O)C1CN(CC(C1)C)C1=C2N=CC=NC2=C(C=C1)C#N 1-(8-cyano-quinoxalin-5-yl)-5-methyl-piperidine-3-carboxylic acid (1-ethyl-piperidin-4-yl)-amide